trans-1,1,2,2,3,4-hexafluorocyclobutane FC1(C([C@H]([C@@H]1F)F)(F)F)F